4-(6-amino-4-methoxy-pyridin-3-yl)-2-hydroxymethyl-piperazine-1-carboxylic acid tert-butyl ester C(C)(C)(C)OC(=O)N1C(CN(CC1)C=1C=NC(=CC1OC)N)CO